CC1=C(N=CC(=N1)C(=O)NC1=CC(=NC=C1)C(F)(F)F)C1=C2C=CNC(C2=CC=C1)=O 6-methyl-5-(1-oxo-1,2-dihydroisoquinolin-5-yl)-N-(2-(trifluoromethyl)pyridin-4-yl)pyrazine-2-carboxamide